O[C@H]1C[C@H](CC1)C=1C=C(N(N1)C(C)(C)C)NC1C(N(C2=CC=CC=C2C1)CC1=CC=C(C=C1)OC)=O ({5-[(1S,3R)-3-hydroxycyclopentyl]-2-(2-methylpropan-2-yl)pyrazol-3-yl}amino)-1-[(4-methoxyphenyl)methyl]-1,2,3,4-tetrahydroquinolin-2-one